heptyl pelargonate C(CCCCCCCC)(=O)OCCCCCCC